[Si](C1=CC=CC=C1)(C1=CC=CC=C1)(C(C)(C)C)OCC[C@@H]1N(CCNC1)C1=CC=C(C(=O)OC)C=C1 (S)-methyl 4-(2-(2-((tert-butyldiphenylsilyl)oxy)ethyl)piperazin-1-yl)benzoate